C(C1=CC=CC=C1)OC(=O)N1[C@@H](C[C@@H](C1)OC1=NC=CC(=N1)C1=CC=CC=2N=C(N(C21)CC(CNC)OC)C)C(=O)O (2S,4S)-1-benzyloxycarbonyl-4-[4-[3-[2-methoxy-3-(methylamino)propyl]-2-methyl-benzimidazol-4-yl]pyrimidin-2-yl]oxy-pyrrolidine-2-carboxylic acid